3-(trifluoromethyl)pyridine-2-carbonitrile FC(C=1C(=NC=CC1)C#N)(F)F